O.Cl.C(CCC)S(=O)(=O)N[C@@H](CC1=CC=C(C=C1)OCCCCC1CCNCC1)C(=O)O N-(butylsulfonyl)-O-[4-(4-piperidyl)butyl]-L-tyrosine hydrochloride monohydrate